CN(\C=C(/C(=O)C1=CC(=C(C=C1)C)F)\C)C (Z)-3-(dimethylamino)-1-(3-fluoro-4-methyl-phenyl)-2-methyl-prop-2-en-1-one